N-[2,4-difluoro-3-(5-methyl-1H-pyrrolo[2,3-b]pyridine-3-carbonyl)phenyl]pyrrolidine FC1=C(C=CC(=C1C(=O)C1=CNC2=NC=C(C=C21)C)F)N2CCCC2